4-bromo-2-fluoro-6-((2-isopropyl-4-methylpyridin-3-yl)amino)benzonitrile BrC1=CC(=C(C#N)C(=C1)NC=1C(=NC=CC1C)C(C)C)F